BrC=1C=CC(=C(C1)N(C=1OC=C(N1)C(=O)OCC)CCC)C Ethyl 2-((5-bromo-2-methylphenyl)(propyl)amino)oxazole-4-carboxylate